FC(C1=CC(=NC=C1)CNC1=CC=C(C(=O)OC)C=C1)(F)F methyl 4-({[4-(trifluoromethyl)pyridin-2-yl]methyl}amino)benzoate